C(C)OC(=O)C1=NC=C(C=C1)C1(CC1)C#N 5-(1-cyanocyclopropyl)pyridine-2-carboxylic acid ethyl ester